(S)-(2-(Benzyloxy)-4-(difluoromethyl)-6-hydroxyphenyl)(4-((tetrahydrofuran-3-yl)amino)isoindolin-2-yl)methanone C(C1=CC=CC=C1)OC1=C(C(=CC(=C1)C(F)F)O)C(=O)N1CC2=CC=CC(=C2C1)N[C@@H]1COCC1